[Zn].C(CCCCCCC)OC(=O)NC=1C=C(C(C(=O)O)=CC1)O 4-(octyloxycarbonylamino)salicylic acid zinc